FC1=NC(=CC=C1N1CCN(CC1)C(=O)OC(C)(C)C)C(=O)OC tert-Butyl 4-(2-fluoro-6-(methoxycarbonyl)pyridin-3-yl)piperazine-1-carboxylate